(R or S)-2-(2-fluoro-3-(2-(2-fluoro-5-(trifluoromethoxy)benzyl)-2H-tetrazol-5-yl)phenyl)-2-hydroxypropane-1-sulfonamide FC1=C(C=CC=C1C=1N=NN(N1)CC1=C(C=CC(=C1)OC(F)(F)F)F)[C@@](CS(=O)(=O)N)(C)O |o1:25|